methyl 2-((S)-2-((R)-1-((2S,3R)-3-hydroxy-2-(6-phenylpicolinamido) butanamido)-3-methylbutyl)-5-oxo-1,3,2-dioxaborolan-4-yl)acetate O[C@@H]([C@@H](C(=O)N[C@@H](CC(C)C)B1OC([C@@H](O1)CC(=O)OC)=O)NC(C1=NC(=CC=C1)C1=CC=CC=C1)=O)C